3-allylpiperidine-1,3-dicarboxylic acid 1-(tert-butyl) ester 3-methyl ester COC(=O)C1(CN(CCC1)C(=O)OC(C)(C)C)CC=C